potassium imidazolium salt N1C=[NH+]C=C1.[K+]